CN(C1CCN(CC1)C=1C=CC(=C(C(=O)N[C@H](C)C2=CC(=CC(=C2)C=2C=NN(C2)C)C2=NN(C=C2)CC)C1)C)C (R)-5-(4-(dimethylamino)piperidin-1-yl)-N-(1-(3-(1-ethyl-1H-pyrazol-3-yl)-5-(1-methyl-1H-pyrazol-4-yl)phenyl)ethyl)-2-methylbenzamide